tert-butyl ((1S,3S)-3-((7-fluoro-[1,2,4]triazolo[1,5-a]pyridin-2-yl)amino)cyclopentyl)carbamate FC1=CC=2N(C=C1)N=C(N2)N[C@@H]2C[C@H](CC2)NC(OC(C)(C)C)=O